C1(CC1)OC=1C(=CC2=CN(N=C2C1)C1CCC(CC1)N(C(OC(C)(C)C)=O)C)C(NC=1C=NN2C=NC=CC21)=O tert-Butyl (4-(6-cyclopropoxy-5-(pyrazolo[1,5-c]pyrimidin-3-ylcarbamoyl)-2H-indazol-2-yl)cyclohexyl)(methyl)carbamate